O=C1NC2=C(N1)C=CC(=C2)C=2C=NC(=NC2)NCC2=CC=C(C(=O)N)C=C2 4-(((5-(2-Oxo-2,3-dihydro-1H-benzo[d]imidazol-5-yl)pyrimidin-2-yl)amino)methyl)benzamide